Cl.FC=1C=C(OC2CC(C2)N)C=C(C1F)C (1r,3r)-3-(3,4-difluoro-5-methylphenoxy)cyclobutane-1-amine hydrochloride